C1(CCCC1)CN1CCC(CC1)N(C=1C=C(C=CC1)O)C=1C=NC=CC1 3-((1-(Cyclopentylmethyl)piperidin-4-yl)(pyridin-3-yl)amino)phenol